C[C@@H]1N(C2=CC=C3C(=C2CC1)N=C(N3C3CCNCC3)[C@@H](CC3=CC=CC=C3)C)C(=O)OC methyl (S)-7-methyl-2-((R)-1-phenylpropan-2-yl)-3-(piperidin-4-yl)-3,7,8,9-tetrahydro-6H-imidazo[4,5-f]quinoline-6-carboxylate